N1C(=CC2=CC=CC=C12)C(=O)C=1NC2=CC=CC=C2C1 Bis(1H-2-indolyl)methanone